7-chloro-8-fluoro-2-(((2R,7aS)-2-fluorotetrahydro-1H-pyrrolizin-7a(5H)-yl)methoxy)-4-((1R,5S)-8-(2-phenylpropan-2-yl)-3,8-diazabicyclo[3.2.1]oct-6-en-3-yl)pyrido[4,3-d]pyrimidine ClC1=C(C=2N=C(N=C(C2C=N1)N1C[C@H]2C=C[C@@H](C1)N2C(C)(C)C2=CC=CC=C2)OC[C@]21CCCN1C[C@@H](C2)F)F